N-(6-amino-5-ethylpyridin-3-yl)-2-((2R,5S)-2-(2-(1,4-dimethyl-5-oxopiperazin-2-yl)benzo[d]thiazol-5-yl)-5-methylpiperidin-1-yl)-2-oxoacetamide NC1=C(C=C(C=N1)NC(C(=O)N1[C@H](CC[C@@H](C1)C)C=1C=CC2=C(N=C(S2)C2N(CC(N(C2)C)=O)C)C1)=O)CC